2-(2-methoxyethoxy)ethyl chloride COCCOCCCl